1-(4-(difluoromethoxy)pyridin-2-yl)-3,3-dimethyl-N-(4-methyl-1,1-dioxidotetrahydro-2H-thiopyran-4-yl)-2-oxoindoline-5-carboxamide FC(OC1=CC(=NC=C1)N1C(C(C2=CC(=CC=C12)C(=O)NC1(CCS(CC1)(=O)=O)C)(C)C)=O)F